(9-(4-fluorophenyl)-6-oxaspiro[4.5]dec-8-yl)methylamine FC1=CC=C(C=C1)C1C(COC2(CCCC2)C1)CN